FC(S(=O)(=O)OC1=CC(=C2C3=C(C(OC2=C1)(C([2H])([2H])[2H])C([2H])([2H])[2H])C=CC(=C3)C)O)(F)F 1-hydroxy-9-methyl-6,6-bis(methyl-d3)-6H-benzo[c]chromen-3-yl trifluoromethanesulfonate